2-trifluoroacetyl-3,5-dimethylpyrrole FC(C(=O)C=1NC(=CC1C)C)(F)F